(S)-2-((4-(6-((2-Fluoro-4-(methoxy(methyl)carbamoyl)benzyl)oxy)pyridin-2-yl)piperidine-1-yl)methyl)-1-(oxetan-2-ylmethyl)-1H-benzo[d]imidazole-6-carboxylic acid FC1=C(COC2=CC=CC(=N2)C2CCN(CC2)CC2=NC3=C(N2C[C@H]2OCC2)C=C(C=C3)C(=O)O)C=CC(=C1)C(N(C)OC)=O